ClC1=C2C=CC(=NC2=CC=C1)C1=CC(=CC(=C1)C)C 5-chloro-2-(3,5-xylyl)quinoline